3-pentadienone C=CC(C=C)=O